1,4,7-triazacyclononane-1,4,7-trisyl triacetate C(C)(=O)ON1CCN(CCN(CC1)OC(C)=O)OC(C)=O